O1CCN(CC1)C=1C2=C(N=C(N1)N1N=CC(=C1)C1=CC=CC=C1)C=C(O2)C2=NC=CC=C2 4-morpholino-2-(4-phenylpyrazol-1-yl)-6-(2-pyridyl)furo[3,2-d]pyrimidine